C(=O)(O)CN1CCN2CCN(CCN(CC1)CC2)CC(=O)O 4,10-bis(carboxymethyl)-1,4,7,10-tetraazabicyclo[5.5.2]tetradecane